C(=O)O.NC1CC2CCC(C1)N2C(=O)C2=CC(=C(S2)C2=CC1=C(C(=NO1)C)C=C2F)C2=CC(=C(C#N)C=C2)F 4-(5-(3-amino-8-azabicyclo[3.2.1]octane-8-carbonyl)-2-(5-fluoro-3-Methylbenzo[d]isoxazol-6-yl)thiophen-3-yl)-2-fluorobenzonitrile formate